2-ethoxyphenyl isocyanate C(C)OC1=C(C=CC=C1)N=C=O